FC=1C(=NC=CC1C)[C@@H](CCOC)N1C[C@@H](N([C@@H](C1)C)C(C(C)C)=O)C(=O)NCC1=CC=C(C=C1)C1=NC=CC=C1 (2R,6R)-4-((R)-1-(3-fluoro-4-methylpyridin-2-yl)-3-methoxypropyl)-1-isobutyryl-6-methyl-N-(4-(pyridin-2-yl)benzyl)piperazine-2-carboxamide